C1(=CC=CC=C1)C=1C=C2C=3C=C(C=CC3N(C2=CC1)C1=CC=CC=C1)C1=CC=C(C=C1)B(O)O (4-(6,9-diphenyl-9H-carbazol-3-yl)phenyl)boronic acid